C(C)(C)(C)OC(=O)N1C(CNCC1)C1=CC=C(C=C1)C1=CC=2N(N=C1C)C(=CN2)I (4-(3-iodo-6-methylimidazo[1,2-b]pyridazin-7-yl)phenyl)piperazine-1-carboxylic acid tert-butyl ester